ICCC1=CC=C(COC2=C3CN(C(C3=CC=C2)=O)C2C(N(C(CC2)=O)COCC[Si](C)(C)C)=O)C=C1 3-(4-((4-(2-iodoethyl)benzyl)oxy)-1-oxoisoindolin-2-yl)-1-((2-(trimethylsilyl)ethoxy)methyl)piperidine-2,6-dione